(E)-3-(Benzylthio)-1-phenyl-3-(triisopropylsilyl)prop-2-en-1-one C(C1=CC=CC=C1)S/C(=C/C(=O)C1=CC=CC=C1)/[Si](C(C)C)(C(C)C)C(C)C